trans-1,4-bis(4-aminophenyl)cyclohexane NC1=CC=C(C=C1)[C@@H]1CC[C@H](CC1)C1=CC=C(C=C1)N